6,7-dihydro-5H-cyclopenta[b]pyridine-7-carbonitrile N1=C2C(=CC=C1)CCC2C#N